(S)-1-(3-fluoro-4-phenoxyphenyl)ethylamine FC=1C=C(C=CC1OC1=CC=CC=C1)[C@H](C)N